N-methyl-meglumine ammonium salt [NH4+].CN(C)C[C@H](O)[C@@H](O)[C@H](O)[C@H](O)CO